N-((1R,2R,4S)-7-cyano-7-azabicyclo[2.2.1]heptan-2-yl)-3-(2-methylpropoxy)-4-(1-methyl-1H-pyrazol-5-yl)benzamide C(#N)N1[C@H]2[C@@H](C[C@@H]1CC2)NC(C2=CC(=C(C=C2)C2=CC=NN2C)OCC(C)C)=O